O.[O-]P([O-])(=O)OP(=O)([O-])[O-].[Zn+2].[Zn+2] zinc pyrophosphate hydrate